C(C)(=O)O[C@@H]1[C@H]([C@H](O[C@H]1N1C2=NC(=NC=C2N(C1=O)CC#C)N)COC(C)=O)F ((2R,3S,4S,5R)-4-Acetoxy-5-(2-amino-8-oxo-7-(prop-2-yn-1-yl)-7,8-dihydro-9H-purin-9-yl)-3-fluorotetrahydrofuran-2-yl)methylacetat